N-((1H-benzo[d]imidazol-6-yl)methyl)-N-(3-methoxybenzyl)-4-(morpholinomethyl)thiazol-2-amine N1C=NC2=C1C=C(C=C2)CN(C=2SC=C(N2)CN2CCOCC2)CC2=CC(=CC=C2)OC